O=C1N(CC2=C(C=CC=C12)OCC1CCN(CC1)C1CCNCC1)C1C(NC(CC1)=O)=O 3-[1-oxo-4-[[1-(4-piperidyl)-4-piperidyl]methoxy]isoindolin-2-yl]piperidine-2,6-Dion